FC1=CC=C(C=C1)C1=C2C=CN(C(C2=CN=C1)=O)CC=1N=C2N(C=C(C=C2)C)C1 5-(4-fluorophenyl)-2-({6-methylimidazo[1,2-a]pyridin-2-yl}methyl)-1,2-dihydro-2,7-naphthyridin-1-one